FC1=CC=C(CC2(CCN(CC2)C(C2=C(N=CC=C2)C2=CN=CO2)=O)C#N)C=C1 4-(4-fluorobenzyl)-1-(2-(oxazol-5-yl)nicotinoyl)piperidine-4-carbonitrile